2-(2-(((tert-butyldimethylsilyl)oxy)methyl)-1H-imidazol-1-yl)ethan-1-ol [Si](C)(C)(C(C)(C)C)OCC=1N(C=CN1)CCO